N-(2-(dimethylamino)ethyl)-2,4-difluoro-N-methylbenzamide CN(CCN(C(C1=C(C=C(C=C1)F)F)=O)C)C